(2-octoxy-2-oxoethyl)dimethylammonium trifluoromethanesulfonate FC(S(=O)(=O)[O-])(F)F.C(CCCCCCC)OC(C[NH+](C)C)=O